2-(2,6-dioxo-3-piperidyl)-5-[3-(4-piperidyl)prop-2-ynoxy]isoindoline-1,3-dione O=C1NC(CCC1N1C(C2=CC=C(C=C2C1=O)OCC#CC1CCNCC1)=O)=O